2-(2-((1-(2-hydroxyethyl)piperidin-3-yl)amino)-[1,2,4]triazolo[1,5-a]pyrimidin-5-yl)-3,5-dimethylphenol OCCN1CC(CCC1)NC1=NN2C(N=C(C=C2)C2=C(C=C(C=C2C)C)O)=N1